2-[(2-dodecylcarbamoyl-ethyl)-2-{(2-dodecylcarbamoyl-ethyl)-[2-(2-dodecylcarbamoyl-ethylamino)-ethyl]-amino}-ethyl-amino]propionamide C(CCCCCCCCCCC)NC(=O)CCN(C(C(=O)N)C)CCN(CCNCCC(NCCCCCCCCCCCC)=O)CCC(NCCCCCCCCCCCC)=O